(2R,3S,4S,5R)-3-(3,4-difluoro-2-methoxy-phenyl)-4,5-dimethyl-5-(trifluoromethyl)tetrahydrofuran-2-carboxamide FC=1C(=C(C=CC1F)[C@H]1[C@@H](O[C@]([C@H]1C)(C(F)(F)F)C)C(=O)N)OC